2-bromo-3-[2-(dimethylamino)ethyl]1H-indole BrC=1NC2=CC=CC=C2C1CCN(C)C